C1NCC12OCCC2 5-oxa-2-aza-spiro[3.4]octane